C(C)(C)(C)OC(=O)N1C(C2(C1)CCC2)C(C)C2=NC=C(C(=C2)C)C(F)(F)F [1-[4-methyl-5-(trifluoromethyl)-2-pyridinyl]ethyl]-2-azaspiro[3.3]heptane-2-carboxylic acid tert-butyl ester